COC(=O)C1=NC(=C(C(=C1Cl)N)F)C1=CC=C(C=C1)Cl 4-amino-3-chloro-6-(4-chlorophenyl)-5-fluoropyridine-2-carboxylic acid methyl ester